C(C)(C)(C)OC(=O)N1CCC2(CC(C2)N2[C@@H](CCC2)C2=C(C=CC=C2)C=C)CC1 (S)-2-(2-(2-vinylphenyl)pyrrolidin-1-yl)-7-azaspiro[3.5]nonane-7-carboxylic acid tert-butyl ester